COC(=O)N1[C@H]([C@H](C[C@H]1C)NS(=O)(=O)C(F)F)COC1CC2CC2(CC1)C1=NC=CC=N1.N1(CC=CC2=CC=CC=C12)N1C(CCC2=CC=CC=C12)=O dihydroquinolinyl-dihydroquinolinone methyl-(2R,3S,5R)-3-((difluoromethyl)sulfonamido)-5-methyl-2-(((6-(pyrimidin-2-yl)bicyclo[4.1.0]heptan-3-yl)oxy)methyl)pyrrolidine-1-carboxylate